C(CCCC)(=O)C1=C(C(=O)O)C=CC=C1.C1(CCCCC1)N cyclohexylamine 2-(alpha-n-pentanonyl)benzoate